CCCCCCCCCCCCCCCCCCCCCCCC(=O)N[C@@H](CO)[C@@H](/C=C/CCCCCCCCCC(C)C)O The molecule is an N-acyl-15-methylhexadecasphing-4-enine in which the acyl group has 24 carbons and 0 double bonds. It has a role as a Caenorhabditis elegans metabolite. It is a N-acyl-15-methylhexadecasphing-4-enine, a Cer(d41:1) and a N-(very-long-chain fatty acyl)-sphingoid base. It derives from a 15-methylhexadecasphing-4-enine and a tetracosanoic acid.